(cyclopentadienyl)dimethyldimethylbutylmethyl-platinum C1(C=CC=C1)C([Pt](CCCC)(C)C)(C)C